4,6-dimethyl-N-phenyl-2-pyrimidinamine CC1=NC(=NC(=C1)C)NC1=CC=CC=C1